3-((3,5-dimethoxyphenyl)ethynyl)-5-(ethylamino)-1-(pyrrolidin-3-yl)-1H-pyrazole-4-carboxamide COC=1C=C(C=C(C1)OC)C#CC1=NN(C(=C1C(=O)N)NCC)C1CNCC1